4-(3-((5-chloro-2-((3-methyl-1-(8-methyl-8-azabicyclo[3.2.1]octan-3-yl)-1H-pyrazol-4-yl)amino)pyrimidin-4-yl)amino)propyl)-1,4-oxazepan-5-one ClC=1C(=NC(=NC1)NC=1C(=NN(C1)C1CC2CCC(C1)N2C)C)NCCCN2CCOCCC2=O